2-((2-(2-(2-chloro-3,4-bis((4-methoxybenzyl)oxy)phenyl)-2-oxoacetamido)ethyl)amino)-2-oxoacetic acid ClC1=C(C=CC(=C1OCC1=CC=C(C=C1)OC)OCC1=CC=C(C=C1)OC)C(C(=O)NCCNC(C(=O)O)=O)=O